6-boc-octahydropyrrolo[2,3-c]pyridine C(=O)(OC(C)(C)C)N1CC2C(CC1)CCN2